5-methyl-1-phenyl-2[1H]-pyridone CC=1C=CC(N(C1)C1=CC=CC=C1)=O